COC1=CC=C(C=C1)SN1C2=CC=CC=C2C=2C=CC=CC12 9-[(4-methoxyphenyl)thio]-9H-carbazole